ClC1=CC2=C(C3=C(O2)C=CC(=C3)N3C2=CC=CC=C2C=2C=CC=CC32)C=C1 9-(7-chlorodibenzo[b,d]furan-2-yl)-9H-carbazole